(S)-N'-(4-cyano-2,6-diisopropylphenylcarbamoyl)-5-(2-hydroxypropan-2-yl)thiazole-2-sulfonimidamide C(#N)C1=CC(=C(C(=C1)C(C)C)NC(=O)N=[S@@](=O)(N)C=1SC(=CN1)C(C)(C)O)C(C)C